C(C)(C)(C)OC(=O)N(CC(=O)OC)C methyl N-(tert-butoxycarbonyl)-N-methylglycinate